NC1=NC(N(C2=CC(=CC=C12)OC(F)F)C=1C=C(C=CC1)C)=O 4-amino-7-(difluoromethoxy)-1-(m-tolyl)quinazolin-2(1H)-one